C(C)(C)(C)OC(NC1=C(SC(=C1C)C)C)=O (2,4,5-trimethylthiophen-3-yl)carbamic acid tert-butyl ester